(3aR,4R,5R,6aS)-2-((R)-2-(4-(benzyloxy)-3,5-difluorophenyl)-2-hydroxyethyl)-5-(2-fluorophenoxy)hexahydrocyclopenta[c]pyrrole-3a,4(1H)-diol C(C1=CC=CC=C1)OC1=C(C=C(C=C1F)[C@H](CN1C[C@H]2[C@@](C1)([C@@H]([C@@H](C2)OC2=C(C=CC=C2)F)O)O)O)F